BrC1=C(C=CC(=C1)C(C)(C)C)[N+](=O)[O-] 2-bromo-4-(tert-butyl)-1-nitrobenzene